2-({[4-Methyl-2-(trifluoromethoxy)pyridine-3-yl]methyl}sulfanyl)-3H,5H,6H,7H-cyclopenta[d]pyrimidin-4-one CC1=C(C(=NC=C1)OC(F)(F)F)CSC=1NC(C2=C(N1)CCC2)=O